CC1(NC(=NC(=C1)C)NC=1C=C2CCCOC2=C(C1)OCCCN1CCCC1)N 4,6-dimethyl-N2-(8-(3-(pyrrolidin-1-yl)propoxy)chroman-6-yl)pyrimidine-2,4-diamine